NC1=NC(=C(C2=C1C(N1[C@@H](CO2)CN(CC1)C(=O)OC(C)(C)C)=O)Cl)C1=C(C=CC=C1OC)F tert-butyl (6aR)-1-amino-4-chloro-3-(2-fluoro-6-methoxyphenyl)-12-oxo-6a,7,9,10-tetrahydro-12H-pyrazino[2,1-c]pyrido[3,4-f][1,4]oxazepine-8(6H)-carboxylate